methyl-3-phenyl-4,6-dihydropyrrolo[3,4-c]pyrazole-5(1H)-carbonitrile CN1N=C(C2=C1CN(C2)C#N)C2=CC=CC=C2